4-(4-Amino-2-methylphenyl)oxane-4-carbonitrile NC1=CC(=C(C=C1)C1(CCOCC1)C#N)C